octyl-Amin C(CCCCCCC)N